FC=1C=C(N)C=CC1OC1=CC(=NC=2N1N=CC2)C2=CC=C(C=C2)OC 3-fluoro-4-((5-(4-methoxyphenyl)pyrazolo[1,5-a]pyrimidin-7-yl)oxy)aniline